2-(4-(((Cyclopropylmethyl)amino)methyl)-6-methylpyridin-2-yl)-6-(4-fluoro-2-(4-(methyl-d3)-4H-1,2,4-triazol-3-yl)phenyl)isoindolin-1-one C1(CC1)CNCC1=CC(=NC(=C1)C)N1C(C2=CC(=CC=C2C1)C1=C(C=C(C=C1)F)C1=NN=CN1C([2H])([2H])[2H])=O